C(C)(C)(C)C=1C=C(C(=C(C1)C1=C(C(=C(C(=C1[2H])[2H])[2H])[2H])[2H])N)C1=C(C(=C(C(=C1[2H])[2H])[2H])[2H])[2H] 5'-(tert-butyl)-[1,1':3',1''-terphenyl]-2,2'',3,3'',4,4'',5,5'',6,6''-d10-2'-amine